[(4S)-1-[[3-[[(4S)-chroman-4-yl]carbamoyl]-5-fluoro-phenyl]methyl]-4-isopropyl-4-methyl-6-oxo-hexahydropyrimidin-2-ylidene]ammonium O1CC[C@@H](C2=CC=CC=C12)NC(=O)C=1C=C(C=C(C1)F)CN1C(N[C@](CC1=O)(C)C(C)C)=[NH2+]